(R)-1-(7-(4-fluorobenzoyl)-8-methyl-3-(3-methyl-1,2,4-thiadiazol-5-yl)-5,6,7,8-tetrahydroimidazo[1,5-a]pyrazin-1-yl)butanone FC1=CC=C(C(=O)N2[C@@H](C=3N(CC2)C(=NC3CC(CC)=O)C3=NC(=NS3)C)C)C=C1